FC1=C(C=C(C=C1)N(C(=O)C=1C=C(C=2N(N1)C=CN2)C)C)C N-(4-fluoro-3-methyl-phenyl)-N,8-dimethyl-imidazo[1,2-b]pyridazine-6-carboxamide